CC=1C=CC=2N(C3=CC=C(C=C3C2C1)C)C1=C(C(=C(C(=C1N1C2=CC=C(C=C2C=2C=C(C=CC12)C)C)C1=CC(=NC(=C1)C1=CC=CC=C1)C1=CC=CC=C1)N1C2=CC=C(C=C2C=2C=C(C=CC12)C)C)N1C2=CC=C(C=C2C=2C=C(C=CC12)C)C)C=1OC2=C(N1)C=CC=C2 2-(2,3,5,6-tetrakis(3,6-dimethyl-9H-carbazol-9-yl)-4-(2,6-diphenylpyridin-4-yl)phenyl)benzo[d]oxazole